I.C(CCC)(N)N butanediamine hydroiodide